BrC=1C=C2C=CN(C2=CC1)CC=1N=C(OC1)\C=C\C1=CC=C(C=C1)C(F)(F)F (E)-4-((5-bromo-1H-indol-1-yl)methyl)-2-(4-(trifluoromethyl)styryl)oxazole